5-[rac-(2R,5S)-5-Methyl-2-piperidyl]-2-[rac-(3S)-1-methylpyrrolidin-3-yl]indazole C[C@H]1CC[C@@H](NC1)C1=CC2=CN(N=C2C=C1)[C@@H]1CN(CC1)C |r|